pyridinium 2,4,6-trimethylbenzenesulfonate CC1=C(C(=CC(=C1)C)C)S(=O)(=O)[O-].[NH+]1=CC=CC=C1